N1C(=C(C2=CC=CC=C12)SCC(=O)NC1=CC(=C(C=C1)Cl)Cl)SCC(=O)NC1=CC(=C(C=C1)Cl)Cl 2,2'-((1H-indole-2,3-diyl)bis(sulfanediyl))bis(N-(3,4-dichlorophenyl)acetamide)